N1=C(C=CC=2CCCNC12)CC[C@H]1CN(CC1)C(=O)OC(C)(C)C tert-butyl (R)-3-(2-(5,6,7,8-tetrahydro-1,8-naphthyridin-2-yl)ethyl)pyrrolidine-1-carboxylate